C(CCCCC)C(C(=O)OCCCCCC(CCCCCOC(CN(C)C(C(CCCCCCCC)CCCCCC)=O)=O)N(C)CCCO[Si](C1=CC=CC=C1)(C1=CC=CC=C1)C(C)(C)C)CCCCCCCC 6-((3-((tert-Butyldiphenylsilyl)oxy)propyl)(methyl)amino)-11-((N-(2-hexyldecanoyl)-N-methylglycyl)oxy)undecyl 2-hexyldecanoate